(5'S,7a'R)-1-(8-bromo-[1,2,4]triazolo[1,5-a]pyridin-5-yl)-5'-(3,5-difluorophenyl)tetrahydro-3'H-spiro[piperidine-4,2'-pyrrolo[2,1-b]oxazol]-3'-one BrC=1C=2N(C(=CC1)N1CCC3(C(N4[C@H](O3)CC[C@H]4C4=CC(=CC(=C4)F)F)=O)CC1)N=CN2